IC=1N=CN(C1C)C 4-iodo-1,5-dimethyl-1H-imidazole